BrCC(=O)NC1=C(C=C(C=C1)SC(F)F)Cl 2-Bromo-N-(2-chloro-4-((difluoromethyl)thio)phenyl)acetamide